FC(C=1C(=C(C=CC1)[C@@H](C)NC1=NC(=NC2=CC3=C(C=C12)OCC1(CO3)CCC1)C)F)F (R)-N-(1-(3-(difluoromethyl)-2-fluorophenyl)ethyl)-2'-methyl-7'H,9'H-spiro[cyclobutane-1,8'-[1,4]dioxepino[2,3-g]quinazolin]-4'-amine